2-methyl-5-(3-(difluoromethoxy)phenyl)-N-(3-(2-oxopropyl)-1,2,4-thiadiazol-5-yl)thiophene-3-carboxamide CC=1SC(=CC1C(=O)NC1=NC(=NS1)CC(C)=O)C1=CC(=CC=C1)OC(F)F